methyltrisethyl-(acetoxime) CC(C)C(C(C)=NO)(CC)CC